(R)-4-((2-(Butylthio)phenyl)(5-methyl-1H-pyrrol-2-yl)(phenyl)methyl)phenol C(CCC)SC1=C(C=CC=C1)[C@](C1=CC=C(C=C1)O)(C1=CC=CC=C1)C=1NC(=CC1)C